N-(7-methoxy-4-(1-methyl-3-phenyl-1H-pyrazol-4-yl)quinazolin-6-yl)pyridazine COC1=C(C=C2C(=NC=NC2=C1)C=1C(=NN(C1)C)C1=CC=CC=C1)N1NC=CC=C1